tert.-Butyl [2-(5-methylpyridin-3-yl)-1,3-benzoxazol-5-yl]carbamate CC=1C=C(C=NC1)C=1OC2=C(N1)C=C(C=C2)NC(OC(C)(C)C)=O